[Si].C1(=CC=C(C=C1)C)C para-xylene silicon